N-(4-fluorophenyl)-6-(1-methyl-1H-pyrazol-4-yl)-2-(3-methyl-[1,2,4]triazolo[4,3-a]pyridin-6-yl)imidazo[1,2-a]pyrazin-3-amine FC1=CC=C(C=C1)NC1=C(N=C2N1C=C(N=C2)C=2C=NN(C2)C)C=2C=CC=1N(C2)C(=NN1)C